bis[4-dimethoxysilylbutyl]amine CO[SiH](CCCCNCCCC[SiH](OC)OC)OC